tert-butyl (3S,5R)-4-((1-(3-(2,6-bis(benzyloxy)pyridin-3-yl)-1-methyl-1H-indazol-7-yl)piperidin-4-yl)methyl)-3,5-dimethylpiperazine-1-carboxylate C(C1=CC=CC=C1)OC1=NC(=CC=C1C1=NN(C2=C(C=CC=C12)N1CCC(CC1)CN1[C@H](CN(C[C@H]1C)C(=O)OC(C)(C)C)C)C)OCC1=CC=CC=C1